BrC1=NNC2=C(C=C(C=C12)F)Cl 3-bromo-7-chloro-5-fluoro-1H-indazole